BrC=1C=C(C(=NC1)C1CC(=NO1)N1C[C@H](C(C1)(F)F)NS(=O)(=O)C)C1=C(C=CC=C1F)F N-[(3R)-1-{5-[5-bromo-3-(2,6-difluorophenyl)pyridin-2-yl]-4,5-dihydro-1,2-oxazol-3-yl}-4,4-difluoropyrrolidin-3-yl]methanesulfonamide